(E)-2-(benzo[d]thiazol-2-yl)-3-(3-(4-chlorophenyl)-1H-pyrazol-4-yl)acrylonitrile S1C(=NC2=C1C=CC=C2)\C(\C#N)=C\C=2C(=NNC2)C2=CC=C(C=C2)Cl